6-chlorobenzo[b]thiophene ClC=1C=CC2=C(SC=C2)C1